Cl.COC(=O)C=1C=C(C2=C(N(C=N2)C/C(=C/CN)/F)C1)C1=CC(=CC=C1)S(=O)(=O)C (Z)-1-(4-amino-2-fluoro-but-2-en-1-yl)-4-(3-(methylsulfonyl)phenyl)-1H-benzo[d]imidazole-6-carboxylic acid methyl ester hydrochloride